N-cyclopropyl-3-fluoro-2-({3-[(E)-2-{4-[2-(pyrrolidin-1-yl)ethoxy]pyridin-2-yl}vinyl]-1H-indazol-6-yl}thio)benzamide C1(CC1)NC(C1=C(C(=CC=C1)F)SC1=CC=C2C(=NNC2=C1)\C=C\C1=NC=CC(=C1)OCCN1CCCC1)=O